NC=1N=CC(=NC1)N(C)CC=1N=NN(C1)[C@H](C(=O)N1[C@@H](C[C@H](C1)O)C(=O)NC)C(C)(C)C (2S,4r)-1-[(2S)-2-[4-[[(5-aminopyrazin-2-yl)-methyl-amino]methyl]triazol-1-yl]-3,3-dimethyl-butyryl]-4-hydroxy-N-methyl-pyrrolidine-2-carboxamide